N-(5-(3'-Methyl-2'-oxo-2',3'-dihydrospiro[cyclobutane-1,1'-pyrrolo[2,3-c]quinolin]-8'-yl)-2-(5-methylhexahydropyrrolo[3,4-c]pyrrol-2(1H)-yl)pyridin-3-yl)methanesulfonamide formate C(=O)O.CN1C(C2(C3=C1C=NC=1C=CC(=CC31)C=3C=C(C(=NC3)N3CC1CN(CC1C3)C)NS(=O)(=O)C)CCC2)=O